(Z)-3-(2,4-Dioxo-7-(pyridin-3-ylethynyl)-1,2,3,4-tetrahydro-5H-naphtho[1,2-b][1,4]diazepin-5-yl)-N'-hydroxybenzimidamide O=C1CC(N(C2=C(N1)C1=CC=CC=C1C(=C2)C#CC=2C=NC=CC2)C=2C=C(/C(/N)=N/O)C=CC2)=O